NCCCCN(CCCCCCCCC(=O)OCCCCC)CCCCC(=O)OC(CCCCCCCC)CCCCCCCC pentyl 9-((4-aminobutyl)(5-(heptadecan-9-yloxy)-5-oxopentyl)amino)nonanoate